N-(4-nitrophenyl)diethanolamine C1=CC(=CC=C1N(CCO)CCO)[N+](=O)[O-]